2-(4-(7H-pyrrolo[2,3-d]pyrimidin-4-yl)piperazin-1-yl)acetic acid N1=CN=C(C2=C1NC=C2)N2CCN(CC2)CC(=O)O